(1s,3r)-N1-(6-chloro-2-(trifluoromethyl)quinolin-4-yl)-N3-(1-methyl-1H-pyrazolo[3,4-c]pyridin-7-yl)cyclohexane-1,3-diamine ClC=1C=C2C(=CC(=NC2=CC1)C(F)(F)F)N[C@@H]1C[C@@H](CCC1)NC=1N=CC=C2C1N(N=C2)C